S(=O)(=O)(O)[O-].C[N+](CCCCCCCC)(CCCCCCCC)CCCCCCCC methyl-tri-n-octyl-ammonium hydrogen sulphate